7-Cyclopentyl-2-[5-(3-methylpiperazin-1-yl)-pyridin-2-ylamino]-7H-pyrrolo[2,3-d]pyrimidine-6-carboxylic acid dimethylamide CN(C(=O)C1=CC2=C(N=C(N=C2)NC2=NC=C(C=C2)N2CC(NCC2)C)N1C1CCCC1)C